ClC=1C=C(C=CC1F)C(OCC1=C(C=CC=C1)CN(C)C)C=1NC(=C(N1)C)S(=O)(=O)C 1-[2-[[(3-chloro-4-fluorophenyl)-(4-methyl-5-methylsulfonyl-1H-imidazol-2-yl)methoxy]methyl]phenyl]-N,N-dimethylmethanamine